2-ethyl-6-methyl-9-acryloyloxy-10-hydroxy-1,4-dihydroanthracene C(C)C=1CC2=C(C3=CC=C(C=C3C(=C2CC1)O)C)OC(C=C)=O